((9-(4,4-difluorocyclohexyl)-7-methyl-8-oxo-8,9-dihydro-7H-purin-2-yl)amino)-2-fluoro-5-methylbenzamide FC1(CCC(CC1)N1C2=NC(=NC=C2N(C1=O)C)NC=1C(=C(C(=O)N)C=C(C1)C)F)F